C(CCC)OC(C1CCN(CC1)C1=CC(=C(C(=O)OC)C(=C1)F)F)OCCCC methyl 4-[4-(dibutoxymethyl)piperidin-1-yl]-2,6-difluorobenzoate